4-(4-hydroxy-3-methylphenyl)-2-trifluoromethylquinoline OC1=C(C=C(C=C1)C1=CC(=NC2=CC=CC=C12)C(F)(F)F)C